N-{(5R)-8-chloro-1-[trans-4-(pyridin-2-yloxy)cyclohexyl]-5,6-dihydro-4H-[1,2,4]triazolo[4,3-a][1]benzazepin-5-yl}-3-methyloxetane-3-carboxamide ClC=1C=CC2=C(C[C@H](CC=3N2C(=NN3)[C@@H]3CC[C@H](CC3)OC3=NC=CC=C3)NC(=O)C3(COC3)C)C1